bis(dicyclopropylbismuthanyloxy)(cyclopropyl)bismuthane C1(CC1)[Bi](O[Bi](C1CC1)O[Bi](C1CC1)C1CC1)C1CC1